tert-butyl 3-({[dimethyl(oxo)-λ6-sulfanylidene]amino}methyl)piperidine-1-carboxylate CS(=O)(C)=NCC1CN(CCC1)C(=O)OC(C)(C)C